N-(2-(2,6-dioxopiperidin-3-yl)-1-oxoisoindolin-5-yl)-5-(oxetan-3-yl)indoline-1-carboxamide O=C1NC(CCC1N1C(C2=CC=C(C=C2C1)NC(=O)N1CCC2=CC(=CC=C12)C1COC1)=O)=O